ethylmethyl-benzoic acid C(C)C=1C(=C(C(=O)O)C=CC1)C